1,2,3-trithiolane S1SSCC1